BrC1=NN(C(C1)C(=O)OCC)C1=NC=CC=C1Cl ethyl 3-bromo-1-(3-chloro-2-pyridinyl)-4,5-dihydro-1h-pyrazole-5-carboxylate